ClC1=C2C(=CC(=CC2=CC=C1F)O)N1CC=2N=C(N=C(C2CC1)N1CC2(CCSC2)CCC1)OC[C@]12CCCN2C[C@@H](C1)F 5-chloro-6-fluoro-4-(2-(((2R,7aS)-2-fluorohexahydro-1H-pyrrolizin-7a-yl)methoxy)-4-(2-thia-7-azaspiro[4.5]decan-7-yl)-5,6-dihydropyrido[3,4-d]pyrimidin-7(8H)-yl)naphthalen-2-ol